2,6-dimethoxy-4-(2-methyl-1-oxo-2,7-naphthyridin-4-yl)benzoic acid COC1=C(C(=O)O)C(=CC(=C1)C1=CN(C(C2=CN=CC=C12)=O)C)OC